S(=O)=CCCCCCCCN=C=S sulfinyloctylisothiocyanate